phosphine phosphonium salt [PH4+].P